3-(7-(4-(3-(((1s,4s)-4-(3-bromo-2-methylphenoxy)cyclohexyl)oxy)propyl)piperazin-1-yl)-1-methyl-1H-indazol-3-yl)piperidine-2,6-dione BrC=1C(=C(OC2CCC(CC2)OCCCN2CCN(CC2)C=2C=CC=C3C(=NN(C23)C)C2C(NC(CC2)=O)=O)C=CC1)C